(2-(5-bromo-4-iodothiophen-2-yl)ethoxy)triisopropylsilane BrC1=C(C=C(S1)CCO[Si](C(C)C)(C(C)C)C(C)C)I